ClC=1C=C(C=CC1OCCNC)C=1N=C(SC1CC(C)C)NC1=C(C(=O)O)C=C(C=N1)C=1SC=CC1 2-((4-(3-chloro-4-(2-(methylamino)ethoxy)phenyl)-5-isobutylthiazol-2-yl)amino)-5-(thiophen-2-yl)nicotinic Acid